BrC1=C(C(=C2CCCC2=C1)I)F 6-Bromo-5-fluoro-4-iodo-2,3-dihydro-1H-indene